N1=C(C=CC=C1)N1CCN(CC1)CC1CC2(C(NC3=CC=CC=C23)=O)CO1 5-((4-(Pyridin-2-yl)piperazin-1-yl)methyl)-4,5-dihydro-2H-spiro[furan-3,3'-indolin]-2'-one